N1=C(C=NC=C1)CNC(CC)=O N-(pyrazin-2-ylmethyl)propionamide